(L)-histidine N[C@@H](CC1=CNC=N1)C(=O)O